tert-butyl 4-amino-3-(((3aS,6aR)-hexahydrofuro[2,3-b]furan-3-yl)amino)benzoate NC1=C(C=C(C(=O)OC(C)(C)C)C=C1)NC1CO[C@H]2OCC[C@H]21